[Cl-].C(C=C)[N+](C)(C)CC=C diallyl(dimethyl)ammonium chloride